methylenebis(cyclohexylurea) C(N(C(=O)N)C1CCCCC1)N(C(=O)N)C1CCCCC1